C(CCC)C(CO)(CO)CC 2-n-butyl-2-ethyl-1,3-propylene glycol